FC(C1=CC=CC=2C=3N(C(=NC12)NC=1C(N=CC=CC1)=O)N=C(N3)C=3C(=NN(C3C)C)C)(F)F (3R)-3-{[7-(trifluoromethyl)-2-(1,3,5-trimethyl-1H-pyrazol-4-yl)[1,2,4]triazolo[1,5-c]quinazolin-5-yl]amino}azepin-2-one